bis[4,6-bis(3-methylphenyl)pyrimidinyl](dipivalylmethane) iridium (III) [Ir+3].CC=1C=C(C=CC1)C1=NC(=NC(=C1)C1=CC(=CC=C1)C)C(C(C(C)(C)C)=O)(C(C(C)(C)C)=O)C1=NC(=CC(=N1)C1=CC(=CC=C1)C)C1=CC(=CC=C1)C